(R)-3-(4-Chlorophenyl)-N-((1-cyanopyrrolidin-3-yl)methyl)isoxazol-5-carboxamid ClC1=CC=C(C=C1)C1=NOC(=C1)C(=O)NC[C@@H]1CN(CC1)C#N